C1CC12N(CCOC2)C2=NC=CC(=N2)NC2=CC(=NO2)C2=C(C=C(C=C2)OC)F N-(2-(7-oxa-4-azaspiro[2.5]oct-4-yl)pyrimidin-4-yl)-3-(2-fluoro-4-methoxyphenyl)isoxazol-5-amine